3,4-Dihydroxyfluorene OC=1C=CC=2CC3=CC=CC=C3C2C1O